2-methyl-N-(3-(4-(1-methyl-1H-indazol-5-yl)phenyl)propyl)nicotinamide CC1=C(C(=O)NCCCC2=CC=C(C=C2)C=2C=C3C=NN(C3=CC2)C)C=CC=N1